CN1CCN(CC1)CCCC(=O)NC1=CC(=CC=C1)CNC1=NC=C(C2=C1CCO2)C2=CC=NC=C2 4-(4-methylpiperazin-1-yl)-N-(3-(((7-(pyridin-4-yl)-2,3-dihydrofuro[3,2-c]pyridin-4-yl)amino)methyl)phenyl)butanamide